C(C1=CC=CC=C1)N(C(C(CCCO)CC)=O)CC1=CC=CC=C1 N,N-dibenzyl-2-ethyl-5-hydroxypentanamide